6-(2-chloro-4-methylphenyl)-1-(2-morpholinoethyl)-1H-benzo[c][1,2,6]thiadiazin-4(3H)-one 2,2-dioxide ClC1=C(C=CC(=C1)C)C1=CC2=C(N(S(NC2=O)(=O)=O)CCN2CCOCC2)C=C1